ethyl 7-acetoxy-5-methylspiro[2.5]oct-5-ene-4-carboxylate C(C)(=O)OC1C=C(C(C2(CC2)C1)C(=O)OCC)C